CN1C(=NC(=C1)C(F)(F)F)C1=CC=C(C=C1)CO (4-(1-methyl-4-(trifluoromethyl)-1H-imidazol-2-yl)phenyl)methanol